FC(C1=NC(=CC(=C1)C1=NN(C=N1)/C=C(/C(=O)O)\C=1C=NC=NC1)C(F)(F)F)(F)F (E)-3-(3-(2,6-bis(trifluoromethyl)pyridin-4-yl)-1H-1,2,4-triazole-1-yl)-2-(pyrimidin-5-yl)acrylic acid